2-[2-[1-[3-[2-[(5-methyltetrazol-2-yl)methyl]-4-(trifluoromethyl)phenyl]propanoyl]-piperidin-4-yl]ethylsulfinyl]-1,3-thiazole-5-sulfonamide CC=1N=NN(N1)CC1=C(C=CC(=C1)C(F)(F)F)CCC(=O)N1CCC(CC1)CCS(=O)C=1SC(=CN1)S(=O)(=O)N